ClC1=C(C=2CCCCC2C=C1Cl)C(=O)O 2,3-dichloro-5,6,7,8-tetrahydronaphthalene-1-carboxylic acid